7-((2-ethoxy-2-oxoethyl)sulfonyl)-2-(3-iodophenyl)-2,5-dimethylheptanoic acid C(C)OC(CS(=O)(=O)CCC(CCC(C(=O)O)(C)C1=CC(=CC=C1)I)C)=O